N1(CCNCC1)CC1=CC(=NC=C1)NC=1SC2=C(N1)C=CC(=C2)C2=CC=NC=C2 N-(4-(piperazin-1-yl-methyl)pyridin-2-yl)-6-(pyridin-4-yl)benzo[d]-thiazol-2-amine